hept-2-ene-5,6-dicarboxylate CC=CCC(C(C)C(=O)[O-])C(=O)[O-]